methyl 3-cyclopropyl-1-methyl-1H-indazole-6-carboxylate C1(CC1)C1=NN(C2=CC(=CC=C12)C(=O)OC)C